2-[4-({[2-(3-{[6-(1-cyano-1-methylethyl)pyridin-3-yl]amino}prop-1-yn-1-yl)-1-(2,2,2-trifluoroethyl)-1H-indol-5-yl]methyl}amino)piperidin-1-yl]-N-(2-methoxyethyl)-N-methylacetamide C(#N)C(C)(C)C1=CC=C(C=N1)NCC#CC=1N(C2=CC=C(C=C2C1)CNC1CCN(CC1)CC(=O)N(C)CCOC)CC(F)(F)F